NC1=C(C(=NN1C(C)C=1C=NC=CC1)C1=CC=C(C=C1)Br)C#N 5-Amino-3-(4-bromophenyl)-1-[1-(3-pyridyl)ethyl]pyrazole-4-carbonitrile